N1C=CC=2N1C=1C(=CN2)C=CC1 CYCLOPENTA[E]PYRAZOLO[1,5-A]PYRIMIDINE